tert-butyl (S)-(1-(2-chloro-5-(8-methyl-2-oxo-1,2,3,4-tetrahydroquinolin-6-yl)pyridin-4-yl)piperidin-3-yl)carbamate ClC1=NC=C(C(=C1)N1C[C@H](CCC1)NC(OC(C)(C)C)=O)C=1C=C2CCC(NC2=C(C1)C)=O